ethylene 2-ethylhexyl acrylate C(C=C)(=O)OCC(CCCC)CC.C=C